(S)-6-(tert-butyl)-2-chloro-3-(3-methoxypropoxy)-10-oxo-6,10-dihydro-5H-pyrido[1,2-H][1,7]Naphthyridine-9-carboxylic acid C(C)(C)(C)[C@@H]1CC=2C=C(C(=NC2C=2N1C=C(C(C2)=O)C(=O)O)Cl)OCCCOC